ethyl 3-(2-(4-oxo-5-((2-(trimethylsilyl)ethoxy)methyl)-4,5-dihydro-1H-pyrazolo[3,4-d]pyridazin-1-yl)ethoxy)propanoate O=C1C2=C(C=NN1COCC[Si](C)(C)C)N(N=C2)CCOCCC(=O)OCC